ClC1=NN(C=C1N(C(CCS(=O)CC1C(C1)(F)F)=O)CC)C=1C=NC=CC1 N-[3-chloro-1-(3-pyridinyl)pyrazol-4-yl]-3-[(2,2-difluorocyclopropyl)methylsulfinyl]-N-ethyl-propanamide